2-(4-bromophenyl)-N-cyclohexylacetamide BrC1=CC=C(C=C1)CC(=O)NC1CCCCC1